2-(benzylsulfanyl)-4-nitro-N'-(trifluoroacetyl)benzoyl-hydrazine C(C1=CC=CC=C1)SC1=C(C(=O)NNC(C(F)(F)F)=O)C=CC(=C1)[N+](=O)[O-]